(2S,2'S,2''S)-3,3',3''-((nitrilotris(methylene))tris(benzene-3,1-diyl))tris(2-((R)-pyrrolidin-3-yl)propanoic acid) N(CC=1C=C(C=CC1)C[C@H](C(=O)O)[C@@H]1CNCC1)(CC=1C=C(C=CC1)C[C@H](C(=O)O)[C@@H]1CNCC1)CC=1C=C(C=CC1)C[C@H](C(=O)O)[C@@H]1CNCC1